[I-].C1(=CC=CC=C1)[PH+](C1=CC=CC=C1)C1=CC=CC=C1 triphenylphosphonium iodide salt